N-(4-(methoxymethyl)benzyl)-2-(piperidin-4-yl)acetamide COCC1=CC=C(CNC(CC2CCNCC2)=O)C=C1